CC1NCC2N(C3=C(C(NC=4N=C(C=CC34)[2H])=O)N(C2=O)C)C1 2,6-dimethyl-2,3,4,4a,6,8-hexahydro-1H-pyrazino[1',2':4,5]pyrazino[2,3-c][1,8]Naphthyridine-5,7-dione-10-d